[C@H]1([C@@H](O)[C@@H](O)[C@H](O)[C@H](O1)CO)OCCNC(CN([C@@H](CCCCNC(CCCCC(=O)ON1C(CCC1=O)=O)=O)C(=O)NCCO[C@@H]1[C@@H](O)[C@@H](O)[C@H](O)[C@H](O1)CO)CC(NCCO[C@@H]1[C@@H](O)[C@@H](O)[C@H](O)[C@H](O1)CO)=O)=O 2,5-dioxopyrrolidin-1-yl (S)-6-{[5-{bis[2-({2-[(α-D-mannopyranosyl)oxy]-ethyl}amino)-2-oxoethyl]amino}-6-({2-[(α-D-mannopyranosyl)oxy]ethyl}amino)-6-oxohexyl]amino}-6-oxohexanoate